1-benzofuran-5-carboxylic acid methyl ester COC(=O)C=1C=CC2=C(C=CO2)C1